OCTYL-URETHANE C(CCCCCCC)NC(=O)OCC